CC1=CCCC(=C)C=CC(CCC1)(C)C γ-Humulene